N-behenoyl-aspartic acid C(CCCCCCCCCCCCCCCCCCCCC)(=O)N[C@@H](CC(=O)O)C(=O)O